(5-(((3s,5r)-3,5-dimethyl-4-((tetrahydro-2H-pyran-4-yl)methyl)piperazin-1-yl)Methyl)pyrazolo[1,5-a]Pyridin-3-yl)dihydropyrimidine C[C@H]1CN(C[C@H](N1CC1CCOCC1)C)CC1=CC=2N(C=C1)N=CC2N2CN=CC=C2